[C@H](C)(CC)N1C(C(=CC2=C1N=C(N=C2)N[C@@H]2CN(C[C@H](C2)F)C(=O)OC(C)(C)C)C2=CC(=C(C=C2)NS(=O)(=O)CC2=C(C=CC=C2)F)F)=O (3S,5S)-tert-butyl 3-((8-((S)-sec-butyl)-6-(3-fluoro-4-((2-fluorophenyl)methylsulfonamido)phenyl)-7-oxo-7,8-dihydropyrido[2,3-d]pyrimidin-2-yl)amino)-5-fluoropiperidine-1-carboxylate